isoxazol-3-carbaldehyde O1N=C(C=C1)C=O